OCCN1COC2=C(C1)C=C(C=C2)CCC(=O)OC methyl 3-(3-(2-hydroxyethyl)-3,4-dihydro-2H-benzo[e][1,3]oxazin-6-yl)propanoate